ClC1=CC=C(C=C1)N1CCN(CC1)CCNS(=O)(=O)C1=CC=C(C=C1)C1=CC=CC=C1 N-(2-(4-(4-chlorophenyl)piperazin-1-yl)ethyl)-[1,1'-biphenyl]-4-sulfonamide